C(=O)(O)N1N=C(C=C1)C(=O)[O-] 1-carboxy-1H-pyrazole-3-carboxylate